1,1,3,3-tetra-phenylguanidine C1(=CC=CC=C1)N(C(=N)N(C1=CC=CC=C1)C1=CC=CC=C1)C1=CC=CC=C1